BrC=1C=CC(=C(C1)O)C(=C)C1=CC=CC=C1 5-bromo-2-(1-phenylvinyl)phenol